triethylene glycol bis[(3-ethyl-3-oxetanyl) methyl] ether C(C)C1(COC1)COCCOCCOCCOCC1(COC1)CC